[Li]N([Si](C)(C)C)[Si](C)(C)C lithiobis(trimethylsilyl)amine